C1=CC=C2C(=CC3=CC=CC4=CC=C1C2=C34)C(SC3=CC4=CC=CC=C4C=C3)=O S-(naphthalen-2-yl) pyrene-4-carbothioate